[Si](C)(C)(C(C)(C)C)O[C@@H]1[C@H]([C@H](N(C1)C(=O)OC(C)(C)C)CC1=CC(=C(C=C1)C1=CN=CO1)F)OC(=O)OC1=CC=C(C=C1)[N+](=O)[O-] tert-butyl (2R,3S,4S)-4-[(tert-butyldimethylsilyl)oxy]-2-{[3-fluoro-4-(1,3-oxazol-5-yl)phenyl]methyl}-3-[(4-nitrophenoxycarbonyl)oxy]pyrrolidine-1-carboxylate